N-(4'-((2-(1,1-difluoroethyl)pyrimidin-4-yl)amino)-5-(pyrrolidin-1-ylmethyl)-[2,3'-bipyridyl]-6'-yl)acetamide FC(C)(F)C1=NC=CC(=N1)NC1=C(C=NC(=C1)NC(C)=O)C1=NC=C(C=C1)CN1CCCC1